7-bromo-5-chloro-2-[1-(propan-2-yl)-1H-pyrazol-4-yl][1,2,4]triazolo[1,5-c]quinazoline BrC1=CC=CC=2C=3N(C(=NC12)Cl)N=C(N3)C=3C=NN(C3)C(C)C